OC(C)(C)C1=CC=C(C=N1)C1=C(C#N)C=CC=C1 2-[6-(2-hydroxypropan-2-yl)pyridin-3-yl]benzonitrile